N[C@H]1C[SH2](C2=C(N(C1=O)CC1=CC=C(C=C1)OC(F)(F)F)C=C(C(=C2)F)C=2OC(=NN2)C(C)(C)C)=O (3R)-3-amino-7-(5-tert-butyl-1,3,4-oxadiazol-2-yl)-8-fluoro-1-oxo-5-[[4-(trifluoromethoxy)phenyl]methyl]-2,3-dihydro-1λ6,5-benzothiazepin-4-one